(phenyl-d5)boronic acid C1(=C(C(=C(C(=C1[2H])[2H])[2H])[2H])[2H])B(O)O